N-(2-hydroxyethyl)didodecylamine OCCN(CCCCCCCCCCCC)CCCCCCCCCCCC